((2-nitro-4-(trifluoromethyl) phenyl) amino) piperidine-1-carboxylate N1(CCCCC1)C(=O)ONC1=C(C=C(C=C1)C(F)(F)F)[N+](=O)[O-]